(1R)-1-(6-methylpyridazin-3-yl)ethylamine dihydrochloride Cl.Cl.CC1=CC=C(N=N1)[C@@H](C)N